O-[(3,4-dichlorophenyl)methyl]hydroxylamine ethyl-(E)-3-(3,4-dihydroisoquinolin-5-yl)but-2-enoate methyl-7-hydroxy-2-(3-hydroxyphenyl)-6,6-dimethyl-2-(methyl-d3)heptanoate COC(C(CCCC(CO)(C)C)(C([2H])([2H])[2H])C1=CC(=CC=C1)O)=O.C(C)OC(\C=C(/C)\C1=C2CCN=CC2=CC=C1)=O.ClC=1C=C(C=CC1Cl)CON